C(C)(C)(C)OC(N(C=1SC=C(N1)CO)C1=C(C=C(C=C1)Br)C)=O (4-Bromo-2-methylphenyl)(4-(hydroxymethyl)thiazol-2-yl)carbamic acid tert-butyl ester